3-[2-(Diisopropylamino)ethyl]-1H-indol-4-yl acetate C(C)(=O)OC1=C2C(=CNC2=CC=C1)CCN(C(C)C)C(C)C